FC1=C(C(=CC=C1)F)C1=CC(=C(N=N1)C(=O)[O-])NC=1C=C2CN(C(C2=CC1)=O)C 6-(2,6-difluorophenyl)-4-((2-methyl-1-oxoisoindol-5-yl)amino)pyridazine-3-carboxylate